BrC1=C(C=C(C=C1)F)C(F)(F)F 1-bromo-4-fluoro-2-(trifluoromethyl)benzene